BrCCC=C(CCC1=C(CCCC1(C)C)C)C 2-(6-bromo-3-methylhex-3-en-1-yl)-1,3,3-trimethylcyclohex-1-ene